CC=1C(NC(C1)=O)=O 3-methyl-2,5-dioxopyrrol